CC1=CCCCC1 1-Methylcyclohexene